(S)-N-(6-(5-(1-acryloylpiperidin-3-yl)-1,2,4-oxadiazol-3-yl)pyridin-3-yl)-6-(1H-pyrazol-5-yl)picolinamide C(C=C)(=O)N1C[C@H](CCC1)C1=NC(=NO1)C1=CC=C(C=N1)NC(C1=NC(=CC=C1)C1=CC=NN1)=O